4-(2-phenylethyl)cyclohexan-1-one C1(=CC=CC=C1)CCC1CCC(CC1)=O